FC(C(=O)C1=CN=CN1CCS(=O)(=O)N(C1=CC=CC=C1)CC1=CC=C(C=C1)C=1OC(=NN1)C(F)F)F 2-(5-(2,2-difluoroacetyl)-1H-imidazol-1-yl)-N-(4-(5-(difluoromethyl)-1,3,4-oxadiazol-2-yl)benzyl)-N-phenylethane-1-sulfonamide